N1CC(C1)C1=CC=C(C=C1)N1CC(CC1)F 1-[4-(azetidin-3-yl)phenyl]-3-fluoro-pyrrolidine